BrC=1C=C2C(=CC1)C(N(CC21CC1)CC(=O)NC12CC(C1)(C2)C(F)(F)F)=O 2-(6-bromo-1-oxospiro[3H-isoquinoline-4,1'-cyclopropane]-2-yl)-N-[3-(trifluoromethyl)-1-bicyclo[1.1.1]pentanyl]acetamide